2-(((5Z,8Z,11Z,14Z)-icosa-5,8,11,14-tetraen-1-yl)oxy)butanoic acid C(CCC\C=C/C\C=C/C\C=C/C\C=C/CCCCC)OC(C(=O)O)CC